Tert-butyl (S)-5-(3-(4-aminophenyl)-2-(2-((5-chloro-2-(1H-tetrazol-1-yl) phenyl) amino)-2-oxoacetamido) propionamido)-1H-indole-2-carboxylate NC1=CC=C(C=C1)C[C@@H](C(=O)NC=1C=C2C=C(NC2=CC1)C(=O)OC(C)(C)C)NC(C(=O)NC1=C(C=CC(=C1)Cl)N1N=NN=C1)=O